C(CCC)N1CC2(C[C@@H]1C)OCC1=C(NC2=O)C=CC=C1 1'-(r-butyl)5'-methyl-(5'S)-2-oxo-1,5-dihydro-2H-spiro[benzo[e][1,4]oxazepine-3,3'-pyrrolidine]